N1-methyl adenosine-5'-Triphosphate P(O)(=O)(OP(=O)(O)OP(=O)(O)O)OC[C@@H]1[C@H]([C@H]([C@@H](O1)N1C=NC=2C(=N)N(C=NC12)C)O)O